CC(CC(=O)NC(C(=O)O)CCN(CCCCC1=NC=2NCCCC2C=C1)CCOC1=CC=C(C=C1)OC)(C)C 2-(3,3-dimethylbutanoylamino)-4-[2-(4-methoxyphenoxy)ethyl-[4-(5,6,7,8-tetrahydro-1,8-naphthyridin-2-yl)butyl]amino]butanoic acid